N3-(2,6-dimethyl-phenyl)-N6-[4-(2-methoxy-ethoxy)-phenyl]-1-(2-morpholin-4-yl-ethyl)-1H-pyrazolo[3,4-d]pyrimidine-3,6-diamine CC1=C(C(=CC=C1)C)NC1=NN(C2=NC(=NC=C21)NC2=CC=C(C=C2)OCCOC)CCN2CCOCC2